C[C@@]1(OCCCC1)O (2S,4S)-2-Methyloxanol